7-[p-toluenesulfonylaminomethyl]-indole CC1=CC=C(C=C1)S(=O)(=O)NCC=1C=CC=C2C=CNC12